P(OCCCC)(F)F n-butyl difluorophosphite